3,8-di(thiophen-2-yl)-1,10-phenanthroline S1C(=CC=C1)C=1C=NC2=C3N=CC(=CC3=CC=C2C1)C=1SC=CC1